N1C(=NC2=C1C=CC=C2)CN(CCCCN)C2CCCC=1C=CC=NC21 N1-(1H-Benzimidazol-2-ylmethyl)-N1-(5,6,7,8-tetrahydro-quinolin-8-yl)-butane-1,4-diamine